3-[6-cyclopropyl-4-[2-(3,3-difluoroazetidine-1-carbonyl)-4-fluorophenyl]pyridin-2-yl]-6-[[2-methoxyethyl(methyl)amino]methyl]-5H-pyrrolo[3,2-d]pyrimidin-4-one C1(CC1)C1=CC(=CC(=N1)N1C=NC2=C(C1=O)NC(=C2)CN(C)CCOC)C2=C(C=C(C=C2)F)C(=O)N2CC(C2)(F)F